(S)-6-bromo-3-(3-(3-methylpyridin-2-yloxy)pyrrolidin-1-yl)picolinaldehyde BrC1=CC=C(C(=N1)C=O)N1C[C@H](CC1)OC1=NC=CC=C1C